N=1C=CN2C1C=CC(=C2)C2=CSC=1C2=NC(=CC1)NC1=NNC=C1 3-(imidazo[1,2-a]pyridin-6-yl)-N-(1H-pyrazol-3-yl)thieno[3,2-b]pyridin-5-amine